butylzinc C(CCC)[Zn]